(4-cyanophenyl)-1-cyclopropyl-1H-pyrazole-3-carboxylic acid ethyl ester C(C)OC(=O)C1=NN(C=C1C1=CC=C(C=C1)C#N)C1CC1